N-(6-methyl-5-(4-oxo-3-propyl-3,4-dihydro-quinazolin-6-yl)pyridin-2-yl)pentanamide CC1=C(C=CC(=N1)NC(CCCC)=O)C=1C=C2C(N(C=NC2=CC1)CCC)=O